3-[4-[4-(dimethoxymethyl)-1-piperidyl]-2-oxo-1-pyridyl]piperidine-2,6-dione COC(C1CCN(CC1)C1=CC(N(C=C1)C1C(NC(CC1)=O)=O)=O)OC